N12C[C@@H](C(CC1)CC2)CC(=O)[O-] 2-[(3R)-quinuclidin-3-yl]acetate